4-[(1S,4S,5R)-5-[[5-cyclopropyl-3-(2,6-dichlorophenyl)-1,2-oxazol-4-yl]methoxy]-2-azabicyclo[2.2.1]heptan-2-yl]-3-fluorobenzamide C1(CC1)C1=C(C(=NO1)C1=C(C=CC=C1Cl)Cl)CO[C@H]1[C@@H]2CN([C@H](C1)C2)C2=C(C=C(C(=O)N)C=C2)F